N-[[2-[(tert-Butoxycarbonylamino)methyl]phenyl]aminomethylthio]carbamic acid ethyl ester C(C)OC(NSCNC1=C(C=CC=C1)CNC(=O)OC(C)(C)C)=O